4-(2-methoxyethoxy)-N-[(1R,3S)-3-(7-methoxy-[1,2,4]triazolo[4,3-a]pyrimidin-3-yl)cyclohexyl]-5-(trifluoromethyl)pyrimidin-2-amine COCCOC1=NC(=NC=C1C(F)(F)F)N[C@H]1C[C@H](CCC1)C1=NN=C2N1C=CC(=N2)OC